2,6-dibromobenzene BrC1=CC(=CC=C1)Br